2-(4-(4-(8-chloro-7-((2-methyl-1H-benzo[d]imidazol-6-yl)oxy)quinoxalin-2-yl)-1H-pyrazol-1-yl)piperidin-1-yl)acetamide ClC=1C(=CC=C2N=CC(=NC12)C=1C=NN(C1)C1CCN(CC1)CC(=O)N)OC=1C=CC2=C(NC(=N2)C)C1